3-[5-[(1-aminopropan-2-yl)oxy]-6-methylpyrazin-2-yl]-1H-indazole-7-carbonitrile NCC(C)OC=1N=CC(=NC1C)C1=NNC2=C(C=CC=C12)C#N